2-(1-(4-(4-((6-((1-acryloylpiperidin-4-yl)amino)-7-methoxyquinazolin-4-yl)amino)-3-fluorophenoxy)pyridin-2-yl)azetidin-3-yl)acetonitrile C(C=C)(=O)N1CCC(CC1)NC=1C=C2C(=NC=NC2=CC1OC)NC1=C(C=C(OC2=CC(=NC=C2)N2CC(C2)CC#N)C=C1)F